NC(C(=O)O)CNS(=O)(=O)C1=C(SC(=C1C(F)(F)F)Cl)Cl 2-amino-3-{[2,5-dichloro-4-(trifluoromethyl)thiophene-3-sulfonyl]amino}propanoic acid